C(C)(C)(C)[C@@H]1CC=2C=C3C(=NC2CC1)SC(=C3)C(=O)N[C@H](CCN3CCCC3)C3=CC=CC=C3 (6S)-6-tert-butyl-N-[(1R)-1-phenyl-3-pyrrolidin-1-ylpropyl]-5,6,7,8-tetrahydrothieno[2,3-b]quinoline-2-carboxamide